(4-chloro-7-methoxyquinazolin-6-yl)cyclopropanecarboxamide ClC1=NC=NC2=CC(=C(C=C12)C1(CC1)C(=O)N)OC